C[C@]1(C(NC(CC1)=O)=O)C1=CC=C(C=C1)N1CCNCC1 (R)-3-methyl-3-(4-(piperazin-1-yl)phenyl)piperidine-2,6-dione